{2-[(4-chloroquinolin-7-yl)oxy]Ethyl}(methyl)amine ClC1=CC=NC2=CC(=CC=C12)OCCNC